C1(=CC=CC=C1)C(C(=O)N)=C PHENYL-ACRYLAMIDE